ClC=1N=C(C2=C(N1)C(=C(N=C2)Cl)F)NCC2(CCC2)N(C)C 2,7-dichloro-N-((1-(dimethylamino)cyclobutyl)methyl)-8-fluoropyrido[4,3-d]pyrimidin-4-amine